ClC=1C=NC(=NC1)CN1C(=NC(=C1)C(F)(F)F)C=1C=NC(=C(C1)F)Cl 5-chloro-2-[[2-(6-chloro-5-fluoro-3-pyridinyl)-4-(trifluoromethyl)imidazol-1-yl]methyl]pyrimidine